5-(4-fluoro-2-methoxyphenyl)-7-methyl-N-(1,1,1-trifluoropropan-2-yl)pyrazolo[1,5-a]Pyrimidine FC1=CC(=C(C=C1)C1=NC=2N(C(=C1)C)N(CC2)C(C(F)(F)F)C)OC